1-tridecanoyl-2-(9Z-nonadecenoyl)-glycero-3-phosphocholine CCCCCCCCCCCCC(=O)OC[C@H](COP(=O)([O-])OCC[N+](C)(C)C)OC(=O)CCCCCCC/C=C\CCCCCCCCC